fumaric acid tetrabutylammonium salt C(CCC)[N+](CCCC)(CCCC)CCCC.C(\C=C\C(=O)[O-])(=O)[O-].C(CCC)[N+](CCCC)(CCCC)CCCC